2-amino-6-Fluoro-N-methylbenzamide NC1=C(C(=O)NC)C(=CC=C1)F